5-(4'-phenyl-1,1'-biphenyl-4-yl)-12-(4'-phenyl-1,1'-biphenyl-3-yl)-5H,12H-indolo[3,2-a]Carbazole C1(=CC=CC=C1)C1=CC=C(C=C1)C1=CC=C(C=C1)N1C2=CC=CC=C2C=2C1=CC=C1C3=CC=CC=C3N(C21)C=2C=C(C=CC2)C2=CC=C(C=C2)C2=CC=CC=C2